2,2-difluoro-N-((1R,3R,5S)-8-(4-oxocyclohexylsulfonyl)-8-aza-bicyclo[3.2.1]oct-3-yl)benzo[d][1,3]dioxole-5-carboxamide FC1(OC2=C(O1)C=CC(=C2)C(=O)NC2C[C@H]1CC[C@@H](C2)N1S(=O)(=O)C1CCC(CC1)=O)F